OC(=O)C(F)(F)F.C(C1=CC=CC=C1)N1CC2(CN(C2)C(=O)OC(C)(C)C)[C@@H](C1)CO[Si](C)(C)C(C)(C)C Tert-butyl (S)-6-benzyl-8-(((tert-butyldimethylsilyl)oxy)methyl)-2,6-diazaspiro[3.4]octane-2-carboxylate TFA salt